tert-butyl N-(2-chloro-4-iodo-3-pyridyl)carbamate ClC1=NC=CC(=C1NC(OC(C)(C)C)=O)I